ClC1=CC=CC(=N1)C1=CC(=CN1)S(=O)(=O)NC1=C(C=C(C(=C1)F)C(F)(F)F)F 5-(6-chloro-2-pyridyl)-N-[2,5-difluoro-4-(trifluoromethyl)phenyl]-1H-pyrrole-3-sulfonamide